[4-(6-prop-2-enoyloxyhexoxy)phenyl] cyclohexane-1,4-dicarboxylate C1(CCC(CC1)C(=O)[O-])C(=O)OC1=CC=C(C=C1)OCCCCCCOC(C=C)=O